6-(1-acryloylpyrrolidine-3-yl)-2-(4-phenoxyphenyl)nicotinamide C(C=C)(=O)N1CC(CC1)C1=NC(=C(C(=O)N)C=C1)C1=CC=C(C=C1)OC1=CC=CC=C1